C(C)(=O)NCCN1C(N(C=C(C1=O)Br)CC(=O)OC)=O Methyl [3-(2-acetylamino-ethyl)-5-bromo-2,4-dioxo-3,4-dihydro-2H-pyrimidin-1-yl]-acetate